NCC=1C=NN(C1)CC1=CC2=C(C(=NO2)NS(=O)(=O)C2=C(C=CC(=C2)CC)OCC#N)C(=C1)OC N-(6-((4-(aminomethyl)-1H-pyrazol-1-yl)methyl)-4-methoxybenzo[d]isoxazol-3-yl)-2-(cyanomethoxy)-5-ethylbenzenesulfonamide